CC(C)(C)OOC(C)(C)C1=CC(=CC=C1)C(C)(C)OOC(C)(C)C bis[1-(tert-butylperoxy)-1-methylethyl]benzene